Br.FC=1C=C2C(C(N(C2=CC1)CC1=CC=C(CSC(N)=N)C=C1)=O)=O 2-[4-(5-Fluoro-2,3-dioxo-2,3-dihydroindol-1-ylmethyl)benzyl]isothiourea hydrobromide